para-glycolamidophenylarsonic acid C(CO)(=O)NC1=CC=C(C=C1)[As](O)(O)=O